C(C1=CC=CC=C1)OC1=CC(=C(C(=O)N2CC3(CC3)C[C@H]2C(=O)OC)C=C1OC)[N+](=O)[O-] Methyl (6S)-5-[4-(benzyloxy)-5-methoxy-2-nitrobenzoyl]-5-azaspiro[2.4]heptane-6-carboxylate